N-(3-(3-(6-Bromo-7-((3-sulfamoylphenyl)amino)-1H-imidazo[4,5-b]pyridin-2-yl)-2,5-dimethyl-1H-pyrrol-1-yl)-4-methylphenyl)-2-(dimethylamino)acetamid BrC=1C(=C2C(=NC1)N=C(N2)C2=C(N(C(=C2)C)C=2C=C(C=CC2C)NC(CN(C)C)=O)C)NC2=CC(=CC=C2)S(N)(=O)=O